FC1=CC(=C(N)C=C1C)C 4-fluoro-2,5-dimethylaniline